Dibenzyl 2-((6-fluoro-9-oxo-1,2,3,9-tetrahydropyrrolo[2,1-b]quinazolin-3-yl)methyl)malonate FC=1C=CC=2C(N3C(=NC2C1)C(CC3)CC(C(=O)OCC3=CC=CC=C3)C(=O)OCC3=CC=CC=C3)=O